2-(1-hydroxycyclohexyl)-N-methyl-N-(pyridin-2-yl-methyl)acetamide OC1(CCCCC1)CC(=O)N(CC1=NC=CC=C1)C